FC1=C(C=CC(=C1)C(F)(F)F)[C@H](C(=O)N1CCN(CC1)C=1C2=C(N=CN1)[C@H](C[C@H]2C)O)CNC(C)C (S)-2-(2-fluoro-4-(trifluoromethyl)phenyl)-1-(4-((5R,7S)-7-hydroxy-5-methyl-6,7-dihydro-5H-cyclopenta[d]pyrimidin-4-yl)piperazin-1-yl)-3-(isopropylamino)propan-1-one